Cl.FC(C1=NC=CC(=C1)C1=C2CCO[C@@H](C2=CC=C1)CN)(F)F (S)-(5-(2-(trifluoromethyl)pyridin-4-yl)isochroman-1-yl)methanamine hydrochloride